FC=1C=C(C=NC1[C@H]1N([C@@H](CC2=C3C(=CC=C12)NN=C3)C)CC(F)(F)F)NC3CN(C3)CCCF 5-fluoro-N-(1-(3-fluoropropyl)azetidin-3-yl)-6-((6S,8R)-8-methyl-7-(2,2,2-trifluoroethyl)-6,7,8,9-tetrahydro-3H-pyrazolo[4,3-f]isoquinolin-6-yl)pyridin-3-amine